N1(CCOCC1)NC=1N=CC2=C(N1)C(=CS2)C2=CC=C(C=C2)CO (4-(2-(4-morpholinylamino)thieno[3,2-d]pyrimidin-7-yl)phenyl)methanol